CC(C)(OC[C@@H]1C(NCCN1)=O)C (3R)-3-[(1,1-dimethyleth-oxy)methyl]-2-piperazinone